C(CCC)[Sn](C#CC1CC1)(CCCC)CCCC tributyl(2-cyclopropylethynyl)stannane